ClC1C(CC)O1 1,2-epoxychlorobutane